C(C)(C)(C)OC(=O)N1CC=2N=C(N=CC2CC1)N1C(C2=C(CC1)C(=NN2C2=CC(=CC=C2)Cl)C(=O)OCC)=O 2-[1-(3-Chlorophenyl)-3-ethoxycarbonyl-7-oxo-4,5-dihydropyrazolo[3,4-c]pyridin-6-yl]-6,8-dihydro-5H-pyrido[3,4-d]pyrimidine-7-carboxylic acid tert-butyl ester